Methyl 4-(3-tert-butoxy-3-oxopropyl)-6-{[(methanesulfonyl)oxy]methyl}pyridine-2-carboxylate C(C)(C)(C)OC(CCC1=CC(=NC(=C1)COS(=O)(=O)C)C(=O)OC)=O